F[C@H]1CN(CC[C@]1(O)C)C1=NC=CC(=N1)NC=1N=CC2=C(C=CC(=C2C1)[C@H](CO)C)N1[C@@H]([C@H](C1)CS(=O)(=O)C)C (3S,4R)-3-fluoro-1-[4-({5-[(2R)-1-hydroxypropan-2-yl]-8-[(2R,3S)-3-(methanesulfonylmeth-yl)-2-methylazetidin-1-yl]isoquinolin-3-yl}amino)pyrimidin-2-yl]-4-methylpiperidin-4-ol